3,4-dichlorobenzyl hexyl carbonate C(OCC1=CC(=C(C=C1)Cl)Cl)(OCCCCCC)=O